ClC1=C(C(=O)NC2=C3C=NN(C3=CC=C2)C2=C(C=C(C=C2)OC(F)(F)F)C)C=C(C=C1)CNC(=O)C1CCCC1 2-Chloro-5-{[(cyclopentylcarbonyl)amino]methyl}-N-{1-[2-methyl-4-(trifluoromethoxy)phenyl]-1H-indazol-4-yl}benzamide